2-chloro-N-((1R,2R,4S)-7-cyano-7-azabicyclo[2.2.1]heptan-2-yl)-4-(6-methyl-2-pyrazinyl)benzamide ClC1=C(C(=O)N[C@H]2[C@H]3CC[C@@H](C2)N3C#N)C=CC(=C1)C1=NC(=CN=C1)C